C(C)(C)(C)OC(=O)N1[C@H](C[C@@H](C1)N1N=C(C=2C1=NC=NC2N)C#CC2=CC1=C(NC(=N1)C)C=C2)COC (2r,4s)-4-(4-amino-3-((2-methyl-1H-benzo[d]imidazol-5-yl)ethynyl)-1H-pyrazolo[3,4-d]pyrimidin-1-yl)-2-(methoxymethyl)pyrrolidine-1-carboxylic acid tert-butyl ester